N-(4-fluorobenzyl)-2-methylpropane-2-sulfinamide FC1=CC=C(CNS(=O)C(C)(C)C)C=C1